2-butan-2-yl-1,3-thiazole CC(CC)C=1SC=CN1